(S)-2-(4-(4-methoxyphenyl)indoline-1-carbonyl)pyrrolidine-1-carbonitrile COC1=CC=C(C=C1)C1=C2CCN(C2=CC=C1)C(=O)[C@H]1N(CCC1)C#N